COC=1C=NC=C(C1)B1OC(C(O1)(C)C)(C)C 3-methoxy-5-(4,4,5,5-tetramethyl-1,3,2-dioxaborolan-2-yl)pyridine